BrC1=C(C=CC(=C1)N1CC2C(C2C1)(F)F)CN1C=NC(=C1)C(=O)OCC Ethyl 1-[(2-bromo-4-{6,6-difluoro-3-azabicyclo[3.1.0]hex-3-yl} phenyl) methyl]-1H-imidazole-4-carboxylate